N-(2-(2-(2-methoxyethoxy)ethoxy)ethyl)-6,11-dioxo-6,11-dihydro-5H-benzo[b]carbazole-2-carboxamide COCCOCCOCCNC(=O)C=1C=C2C=3C(C4=C(C(C3NC2=CC1)=O)C=CC=C4)=O